FC=1C=C(C=C(C1)F)NCCCCCCCCSC1=C2CN(C(C2=CC=C1)=O)C1C(NC(CC1)=O)=O 3-(4-((8-((3,5-difluorophenyl)amino)octyl)thio)-1-oxoisoindolin-2-yl)piperidine-2,6-dione